4-[3-[(4-chloro-1-tetrahydropyran-2-yl-indazol-5-yl)amino]-4-methyl-pyrazol-1-yl]-2-methoxy-N-(4-methyloxazol-2-yl)benzamide ClC1=C2C=NN(C2=CC=C1NC1=NN(C=C1C)C1=CC(=C(C(=O)NC=2OC=C(N2)C)C=C1)OC)C1OCCCC1